N=1C(=NN2C1C=CC=C2)S(=O)(=O)Cl [1,2,4]triazolo[1,5-a]pyridine-2-sulfonyl chloride